FC1=C(CN2C=NC(=CC2=O)C(=O)N)C(=CC=C1)C 1-(2-fluoro-6-methylbenzyl)-6-oxo-1,6-dihydropyrimidine-4-carboxamide